C(C)(C)(C)OC(=O)N[C@H]([C@@H](C)OCC1=CC=C(C=C1)CCCOCC(=O)OC(C)(C)C)CCC(N)=O tert-butyl 2-[3-[4-([[(2R,3S)-3-[(tert-butoxycarbonyl) amino]-5-carbamoylpentan-2-yl]oxy]methyl)phenyl] propoxy]acetate